N-(2-((7H-pyrrolo[2,3-d]pyrimidin-4-yl)amino)ethyl)-2,3,4,5,6-pentafluorobenzenesulfonamide N1=CN=C(C2=C1NC=C2)NCCNS(=O)(=O)C2=C(C(=C(C(=C2F)F)F)F)F